4-(5-bromo-1H-pyrazolo[3,4-b]pyridin-3-yl)morpholine BrC=1C=C2C(=NC1)NN=C2N2CCOCC2